CN1CCC(CC1)N1C(OC2=C1C=CC(=C2)C2CCN(CC2)C(=O)OC(C)(C)C)=O tert-Butyl 4-[3-(1-methyl-4-piperidyl)-2-oxo-1,3-benzoxazol-6-yl]piperidine-1-carboxylate